CC1=C(N)C=CC(=C1)C=1N=CN(C1)C1=NC=C(C=C1)C(F)(F)F 2-methyl-4-(1-(5-(trifluoromethyl)pyridin-2-yl)-1H-imidazol-4-yl)aniline